butyl 4-(4-(ethoxycarbonyl)-1H-pyrazol-1-yl)piperidine-1-carboxylate C(C)OC(=O)C=1C=NN(C1)C1CCN(CC1)C(=O)OCCCC